C(C)OC[C@H]1N(CC(C1)C1=CC=C(C=C1)C(F)(F)F)C1=C(C(=O)NCC2=CC=C(C=C2)S(=O)(=O)CC)C=CC=N1 ((2S)-2-(ethoxymethyl)-4-(4-(trifluoromethyl)phenyl)pyrrolidin-1-yl)-N-(4-(ethylsulfonyl)benzyl)nicotinamide